BrC1=CC=CC=2[C@H]3[C@@H](NC12)CCN(C3)C(=O)OCC Ethyl (4aS,9bR)-6-bromo-1,3,4,4a,5,9b-hexahydro-2H-pyrido[4,3-b]indole-2-carboxylate